6-(((1S,4S)-5-(tert-Butoxycarbonyl)-2,5-diazabicyclo[2.2.1]hept-2-yl)methyl)thieno[2,3-b]pyridine-2-carboxylic acid C(C)(C)(C)OC(=O)N1[C@@H]2CN([C@H](C1)C2)CC2=CC=C1C(=N2)SC(=C1)C(=O)O